(1R,2R,3R)-N-[7-chloro-6-[4-((R)-3-methyltetrahydrofuran-3-yl)piperazin-4-ium-1-yl]-3-isoquinolyl]-2-methyl-3-(1-methylpyrazol-4-yl)cyclopropanecarboxamide ClC1=C(C=C2C=C(N=CC2=C1)NC(=O)[C@@H]1[C@@H]([C@H]1C=1C=NN(C1)C)C)N1CC[NH+](CC1)[C@]1(COCC1)C